N-((S)-(7-((S*)-1-(2-(3,3-Difluorocyclobutyl)acetamido)-2,2,2-trifluoroethyl)imidazo[1,2-b]pyridazin-2-yl)(4,4-difluorocyclohexyl)methyl)-1-isopropyl-1H-pyrazole-5-carboxamide FC1(CC(C1)CC(=O)N[C@H](C(F)(F)F)C1=CC=2N(N=C1)C=C(N2)[C@@H](NC(=O)C2=CC=NN2C(C)C)C2CCC(CC2)(F)F)F |o1:9|